C[C@@H]1C(=O)[C@@H]([C@H]([C@H](O1)OP(=O)(O)OP(=O)(O)OC[C@@H]2[C@H]([C@H]([C@@H](O2)N3C=CC(=O)NC3=O)O)O)O)O The molecule is uDP-4-dehydro-6-deoxy-D-glucose in which the anomeric centre of the sugar component has alpha-configuration. It is a conjugate acid of an UDP-4-dehydro-6-deoxy-alpha-D-glucose(2-).